(R/S)-3-methyl-1-(oxetan-2-ylmethyl)-6-[3-(trifluoromethyl)phenyl]imidazo[4,5-b]pyridin-2-one CN1C(N(C=2C1=NC=C(C2)C2=CC(=CC=C2)C(F)(F)F)C[C@@H]2OCC2)=O |r|